NC=1C(=C(C=CC1C(=O)OC)C1=C(C(=CC(=C1C(F)(F)F)C)N(CC1=CC=C(C=C1)OC)CC1=CC=C(C=C1)OC)C#N)F methyl 3-amino-3'-(bis(4-methoxybenzyl)amino)-2'-cyano-2-fluoro-5'-methyl-6'-(trifluoromethyl)-[1,1'-biphenyl]-4-carboxylate